1-(3-(7-fluoro-1-methyl-1H-indol-5-yl)-6-(methoxymethyl)pyrazin-2-yl)piperidine-4-carboxylic acid FC=1C=C(C=C2C=CN(C12)C)C=1C(=NC(=CN1)COC)N1CCC(CC1)C(=O)O